N-(5-fluoro-1H-indol-3-yl)-1-(furan-2-ylmethyl)-2-oxo-2,3-dihydro-1H-thieno[2,3-b][1,4]thiazine-6-carboxamide FC=1C=C2C(=CNC2=CC1)NC(=O)C1=CC2=C(SCC(N2CC=2OC=CC2)=O)S1